FC1=C(C(=CC=C1C(=O)C1=CNC2=NC=C(C=C21)C2=C(C=NC=C2)F)F)NS(=O)(=O)CCC N-(2,6-difluoro-3-(5-(3-fluoropyridin-4-yl)-1H-pyrrolo-[2,3-b]pyridine-3-carbonyl)phenyl)-propane-1-sulfonamide